BrC1=CC(=C(C(=O)NC2=CC(=C(C=C2)OC2=C3C(=NC=C2)NC(N3C(C)C)=O)F)C=C1)C(F)(F)F 4-bromo-N-(3-fluoro-4-((1-isopropyl-2-oxo-2,3-dihydro-1H-imidazo[4,5-b]pyridine-7-yl)oxy)phenyl)-2-(trifluoromethyl)benzamide